3-amino-5-(3-fluorophenyl)-6-[3-methylimidazo[1,2-a]pyridin-6-yl]pyrazine-2-carbonitrile NC=1C(=NC(=C(N1)C1=CC(=CC=C1)F)C=1C=CC=2N(C1)C(=CN2)C)C#N